(S)-(2-(1-(7,8-dichloro-4-(1H-imidazol-1-yl)quinolin-2-yl)pyrrolidin-2-yl)acetyl)glycine tert-butyl ester C(C)(C)(C)OC(CNC(C[C@H]1N(CCC1)C1=NC2=C(C(=CC=C2C(=C1)N1C=NC=C1)Cl)Cl)=O)=O